methyl (3S)-5-[(E)-3-[tert-butoxycarbonyl (methyl) amino] prop-1-enyl]-2-oxo-spiro[1H-pyrrolo[2,3-b]pyridine-3,6'-5,7-dihydro-cyclopenta[b]pyridine]-3'-carboxylate C(C)(C)(C)OC(=O)N(C/C=C/C=1C=C2C(=NC1)NC([C@]21CC=2C(=NC=C(C2)C(=O)OC)C1)=O)C